NC1=NC=CC(=C1CN1CCOCC1)OC1=C(C=C(C=C1F)NC(=O)C=1C=NN(C1C(F)(F)F)C1=CC=CC=C1)F N-(4-((2-amino-3-(morpholinomethyl)pyridin-4-yl)oxy)-3,5-difluorophenyl)-1-phenyl-5-(trifluoromethyl)-1H-pyrazole-4-carboxamide